(1S,3S)-3-((5-(5-(((Butoxycarbonyl)amino)methyl)-1-methyl-1H-pyrazol-4-yl)-3-methylpyrazin-2-yl)oxy)-cyclohexan C(CCC)OC(=O)NCC1=C(C=NN1C)C=1N=C(C(=NC1)OC1CCCCC1)C